(1,1-Dioxothiolan-3-yl)-[3-hydroxy-2-(5H-imidazo[1,5-b]isoindol-5-yl)-7-azaspiro[3.5]nonan-7-yl]methanon O=S1(CC(CC1)C(=O)N1CCC2(C(C(C2)C2N3C(C=4C=CC=CC24)=CN=C3)O)CC1)=O